C(C1=CC=CC=C1)(=O)C1=CC(=CC=2C3=CC=CC=C3N(C12)C)C(C1=CC=CC=C1)=O 1,3-dibenzoyl-9-methyl-carbazole